3-[(3-chloro-2-methoxyphenyl)amino]-2-[6-[(1S)-1-ethoxyethyl]-1,5-naphthyridin-4-yl]-1H,5H,6H,7H-pyrrolo[3,2-c]pyridin-4-one ClC=1C(=C(C=CC1)NC1=C(NC2=C1C(NCC2)=O)C2=CC=NC1=CC=C(N=C21)[C@H](C)OCC)OC